FC(C1=C(C=CC(=N1)C(=O)NC)N1CCN(CC1)CC=1C=NC=2C=C(C(NC2C1)=O)CC)F 6-(difluoromethyl)-5-{4-[(7-ethyl-6-oxo-5H-1,5-naphthyridin-3-yl)methyl]piperazin-1-yl}-N-methylpyridine-2-carboxamide